1-(4-(3,3-difluoro-1-(fluoro(4-methyl-4H-1,2,4-triazol-3-yl)methyl)cyclobutyl)pyridin-2-yl)-6-fluoro-4-(((2-methoxyethyl)amino)methyl)benzo[cd]indol-2(1H)-one FC1(CC(C1)(C(C1=NN=CN1C)F)C1=CC(=NC=C1)N1C(C2=C3C(C(=CC=C13)F)=CC(=C2)CNCCOC)=O)F